N(=[N+]=[N-])[C@@H]1CCC=2C1=NN(C2C)COCC[Si](C)(C)C (6R)-6-azido-3-methyl-2-{[2-(trimethylsilyl)ethoxy]methyl}-2H,4H,5H,6H-cyclopenta[c]pyrazole